3-chloro-5-((2E,4E)-5-((1R,2R,3S,6R)-3-(cyclopropylamino)-1,2,6-trimethylcyclohexyl)-3-methylpenta-2,4-dien-1-yl)-6-hydroxy-4-methoxy-2-methylbenzaldehyde ClC=1C(=C(C=O)C(=C(C1OC)C\C=C(\C=C\[C@@]1([C@H]([C@H](CC[C@H]1C)NC1CC1)C)C)/C)O)C